C1(CCCCC1)N[C@@H]1[C@H](CCC[C@@H]1O)CC=1C=C2CN(C(C2=CC1)=O)C1C(NC(CC1)=O)=O |o1:7,8,12| 3-(5-(((1R,2R,3S)-rel-2-(cyclohexylamino)-3-hydroxycyclohexyl)methyl)-1-oxoisoindol-2-yl)piperidine-2,6-dione